(1S,5R)-6,8-dioxabicyclo[3.2.1]-octan-4,4-diol [C@H]12CCC([C@H](OC1)O2)(O)O